FC=1N(N=C2C=C(C(=CC12)NC(=O)C1=NC(=CC=C1)C(F)(F)F)OC)C1CCC(CC1)CO N-[3-fluoro-2-[4-(hydroxymethyl)cyclohexyl]-6-methoxy-indazol-5-yl]-6-(trifluoromethyl)pyridine-2-carboxamide